FC1=C(C=CC(=C1)F)C1=CNC=2N=C(N=C(C21)OC)NC2=CC=C(C=C2)CN2CCC(CC2)C 5-(2,4-difluorophenyl)-4-methoxy-N-(4-((4-methyl-piperidin-1-yl)methyl)phenyl)-7H-pyrrolo[2,3-d]pyrimidin-2-amine